(4aR,8aS)-6-(3-(4-(1-(Hydroxymethyl)cyclopropyl)phenyl)azetidine-1-carbonyl)hexahydro-2H-pyrido[4,3-b][1,4]oxazin-3(4H)-one OCC1(CC1)C1=CC=C(C=C1)C1CN(C1)C(=O)N1C[C@@H]2[C@@H](OCC(N2)=O)CC1